N1=C(C=CC=C1)[C@@H](C)N ((R)-1-pyridin-2-yl-ethyl)-amine